C(CCCCCCCCC)NC1=NC(=NC(=N1)NCCCCCCCCCC)NCCCCCCCCCC N2,N4,N6-tridecyl-melamine